C(C)(C)(C)NS(=O)(=O)C1=C(C=CC(=C1)C=1C=NC(=CC1)O)C1=CN=C(S1)[C@@H]1CC[C@H](CC1)NC(OC(C)C)=O isopropyl (trans-4-(5-(2-(N-(tert-butyl)sulfamoyl)-4-(6-hydroxy-pyridin-3-yl)phenyl)thiazol-2-yl)cyclohexyl)carbamate